C(C)(C)(C)OC(=O)N1C[C@@H](CCC1)C(=O)NC1=NN(C2=CC=C(C=C12)C1=C(C=CC(=C1)C#N)Cl)C(=O)OCCCC Butyl 3-({[(3R)-1-(tert-butoxycarbonyl)piperidin-3-yl]carbonyl}amino)-5-(2-chloro-5-cyanophenyl)-1H-indazole-1-carboxylate